N(CCO)CCO.C(CCCCCCCCCCC)(=O)O lauric acid diethanolamine salt